CN(C)\C=C(/C(=O)OC)\C(CC(=O)OC)=O (Z)-dimethyl 2-((dimethylamino)methylene)-3-oxoglutarate